(R)-(6-(1-(4-fluorophenyl)ethyl)-5-((2-(pyrrolidin-1-yl)ethyl)amino)pyrazin-2-yl)(pyrrolidin-1-yl)methanone FC1=CC=C(C=C1)[C@@H](C)C1=C(N=CC(=N1)C(=O)N1CCCC1)NCCN1CCCC1